(S)-1-ethyl-3-isopropyl-1-(2,2,2-trifluoro-1-(5-methoxy-4-(8-methoxyimidazo[1,2-a]pyrazin-6-yl)pyridin-2-yl)ethyl)urea C(C)N(C(=O)NC(C)C)[C@H](C(F)(F)F)C1=NC=C(C(=C1)C=1N=C(C=2N(C1)C=CN2)OC)OC